N-[2-[4-[[(1R,5S)-3-[1-(2,6-dioxo-3-piperidyl)-3-methyl-2-oxo-benzimidazol-4-yl]-8-azabicyclo[3.2.1]octan-8-yl]methyl]cyclohexyl]indazol-5-yl]-6-(trifluoromethyl)pyridine-2-carboxamide O=C1NC(CCC1N1C(N(C2=C1C=CC=C2C2C[C@H]1CC[C@@H](C2)N1CC1CCC(CC1)N1N=C2C=CC(=CC2=C1)NC(=O)C1=NC(=CC=C1)C(F)(F)F)C)=O)=O